C12C(C3CC(CC(C1)C3)C2)NCCNC(=O)C2=NC(=C(C2)C2=C(C=C(C=C2)Cl)Cl)C2=CC=C(C=C2)Cl N-(2-((1r,3r,5r,7r)-adamantan-2-ylamino)ethyl)-5-(4-chloro-phenyl)-4-(2,4-dichloro-phenyl)-3H-pyrrole-2-carboxamide